(R)-(1-(8-benzyloxy-1,3-dimethylpyrrolo[1,2-a]quinoxalin-4-yl)naphthalen-2-yl)di(3,5-dimethylphenyl)phosphine oxide C(C1=CC=CC=C1)OC1=CC=C2N=C(C=3N(C2=C1)C(=CC3C)C)C3=C(C=CC1=CC=CC=C31)P(C3=CC(=CC(=C3)C)C)(C3=CC(=CC(=C3)C)C)=O